N-((7-(5-(difluoromethyl)-1,3,4-oxadiazol-2-yl)imidazo[1,2-a]pyridin-2-yl)methyl)-N-(3-fluorophenyl)-1-(1-hydroxyprop-2-yl)azetidine-3-carboxamide FC(C1=NN=C(O1)C1=CC=2N(C=C1)C=C(N2)CN(C(=O)C2CN(C2)C(CO)C)C2=CC(=CC=C2)F)F